N-((4-fluorophenyl)carbamoyl)benzimidazole FC1=CC=C(C=C1)NC(=O)N1C=NC2=C1C=CC=C2